C(C)(C)(C)OC(=O)NC(C(=O)O)CC1=NOC(=N1)C 2-[(tert-butoxycarbonyl)amino]-3-(5-methyl-1,2,4-oxadiazol-3-yl)propanoic acid